FC(C(=O)O)(F)F.C1(CC1)N(C(C(F)(F)F)=O)CC1N2CCC(C1=O)(CC2)C N-cyclopropyl-2,2,2-trifluoro-N-((4-methyl-3-oxoquinuclidin-2-yl)methyl)acetamide 2,2,2-trifluoroacetate